C(C)(=O)N1C[C@H](CC1)S(=O)(=O)N(C=O)[C@@H]1N2C(N([C@H](CC1)C2)OS(=O)(=O)[O-])=O (2S,5R)-2-(N-(((S)-1-acetylpyrrolidin-3-yl) sulfonyl) formamidyl)-7-oxo-1,6-diazabicyclo[3.2.1]oct-6-ylsulfate